ClC=1C(=CC(=NC1)OC)C1=CC(=NN1)C(=O)N1CCC(CC1)(C(=O)NCC1=CC(=CC=C1)Cl)O 1-(5-(5-chloro-2-methoxypyridin-4-yl)-1H-pyrazole-3-carbonyl)-N-(3-chlorobenzyl)-4-hydroxypiperidine-4-carboxamide